CNS(=O)(=O)C1=CC(=C(C=C1)NC1=CC=C(C=C1)OC1=CC=CC=C1)C=1N=NN(N1)C N-methyl-3-(2-methyltetrazol-5-yl)-4-(4-phenoxyanilino)benzenesulfonamide